2-(6-chloro-3-pyridyl)acetonitrile ClC1=CC=C(C=N1)CC#N